N-(1-propyl-2,6-dioxo-1,2,3,6-tetrahydropyrimidin-4-yl)-N-methylbenzamide C(CC)N1C(NC(=CC1=O)N(C(C1=CC=CC=C1)=O)C)=O